C(C=C)NCC1=NC2=C(C=CC=C2C=C1)NS(=O)(=O)C1=CC=C(C=C1)C(F)(F)F N-(2-((Allylamino)methyl)quinolin-8-yl)-4-(trifluoromethyl)benzenesulfonamide